N-(3-(difluoromethyl)-1-methyl-1H-pyrazol-5-yl)-4-(trifluoromethyl)benzamide FC(C1=NN(C(=C1)NC(C1=CC=C(C=C1)C(F)(F)F)=O)C)F